5-(3-methoxy-3-phenylazetidine-1-carbonyl)-6-methyl-N-(1-methylcyclopropyl)furo[2,3-d]pyrimidin-4-amine COC1(CN(C1)C(=O)C1=C(OC=2N=CN=C(C21)NC2(CC2)C)C)C2=CC=CC=C2